N-(3-acetylphenyl)-2-[7-[(1-methylindazol-5-yl)amino]-1-oxo-isoindolin-2-yl]acetamide C(C)(=O)C=1C=C(C=CC1)NC(CN1C(C2=C(C=CC=C2C1)NC=1C=C2C=NN(C2=CC1)C)=O)=O